C(CCCCCCC\C=C/CCCCCCCC)(=O)C(CC(CCCCCCC\C=C/CCCCCCCC)=O)NC(CCC(=O)O)=O 4-{(1,2-Dioleoyl-ethyl)amino}-4-oxobutanoic acid